FC(CC(F)(F)F)[Te]CCCC (n-butyl) 1,3,3,3-tetrafluoropropyl telluride